6-(6-Aminopyrazin-2-yl)-N-(4-(4-(oxetan-3-yl)piperazin-1-yl)phenyl)-[1,2,4]triazolo[1,5-a]pyrazin-8-amine NC1=CN=CC(=N1)C=1N=C(C=2N(C1)N=CN2)NC2=CC=C(C=C2)N2CCN(CC2)C2COC2